6-nitrobenzo[cd]indole [N+](=O)([O-])C=1C=2C3=C(C=NC3=CC1)C=CC2